N1N=CC(=C1)C1=CN=C(C=2N1C=CN2)C=2SC1=C(N2)SC(=N1)N 5-[5-(1H-pyrazol-4-yl)imidazo[1,2-a]pyrazin-8-yl][1,3]thiazolo[5,4-d][1,3]thiazol-2-amine